2,4-diphenyl-1,5-benzothiazine C1(=CC=CC=C1)C1SC2=C(C(=C1)C1=CC=CC=C1)N=CC=C2